N[C@H](C)C=1C(=C(C=CC1)C(CO)(F)F)C 2-[3-[(1R)-1-Aminoethyl]-2-methyl-phenyl]-2,2-difluoro-ethanol